CN(CCCCCCCC)C N,N-dimethyl-N-octyl-amine